Methyl ((1R,3R)-3-(7-(3-fluoro-1-(methyl-d3)-1H-pyrazol-4-yl)-8-(4-(methoxy-d3)phenyl)-3-(methyl-d3)-2-oxo-3,6-dihydroimidazo[4,5-d]pyrrolo[2,3-b]pyridin-1(2H)-yl)cyclopentyl)carbamate FC1=NN(C=C1C1=C(C=2C(=NC=C3C2N(C(N3C([2H])([2H])[2H])=O)[C@H]3C[C@@H](CC3)NC(OC)=O)N1)C1=CC=C(C=C1)OC([2H])([2H])[2H])C([2H])([2H])[2H]